methylenebicyclo[2.1.1]Hexane C=C1C2CC(C1)C2